(R)-N-(1-(3-(difluoromethyl)-2-fluorophenyl)ethyl)-6-(2-methoxyphenyl)-2-methylpyrido[2,3-d]pyrimidin-4-amine FC(C=1C(=C(C=CC1)[C@@H](C)NC=1C2=C(N=C(N1)C)N=CC(=C2)C2=C(C=CC=C2)OC)F)F